(1r,4r)-4-(3-bromoanilino)-2'-{3-[(thieno[3,2-b]pyridin-7-yl)oxy]propyl}spiro[cyclohexane-1,1'-indene]-4-carboxylic acid BrC=1C=C(NC2(CCC3(C(=CC4=CC=CC=C34)CCCOC3=C4C(=NC=C3)C=CS4)CC2)C(=O)O)C=CC1